3,5-dichloro-N-(3-chloropyridin-4-yl)-2-hydroxybenzamide ClC=1C(=C(C(=O)NC2=C(C=NC=C2)Cl)C=C(C1)Cl)O